C1(=CC=CC=C1)S(=O)(=O)O.FC(C(C(F)(F)F)OC(=O)N1CCN(CC1)CC1=C(C=C(C=C1)C(F)(F)F)N1CCCC1)(F)F 4-(2-(pyrrolidin-1-yl)-4-(trifluoromethyl)benzyl)piperazine-1-carboxylic acid 1,1,1,3,3,3-hexafluoropropan-2-yl ester benzenesulfonate